2-cyclopropyl-4H-chromen C1(CC1)C=1OC2=CC=CC=C2CC1